(S)-ethyl 3-amino-3-(4-fluoro-2'-methoxy-5,6'-dimethylbiphenyl-3-yl)propanoate N[C@@H](CC(=O)OCC)C=1C=C(C=C(C1F)C)C1=C(C=CC=C1C)OC